BrC1=C(C=CC=2OC(OC21)(C2=CC=CC=C2)CC(=O)Cl)Cl 2-(4-bromo-5-chloro-2-phenylbenzo[d][1,3]dioxol-2-yl)acetyl chloride